NC1=CC=C(CN2C3=C(C(=C(C2=O)O)C(=O)O)SC=C3)C=C1 4-(4-aminobenzyl)-6-hydroxy-5-oxo-4,5-dihydrothieno[3,2-b]pyridine-7-carboxylic acid